(S)-2-ethyl-4-((1-(2-fluoro-4'-methyl-[1,1'-biphenyl]-4-yl)ethyl)amino)-2,3-dihydro-1H-pyrrolo[3,4-c]pyridin-1-one C(C)N1CC=2C(=NC=CC2C1=O)N[C@@H](C)C1=CC(=C(C=C1)C1=CC=C(C=C1)C)F